COC=1C=C(C=CC1OC)C1=NC=2C(=NC(=CC2C)C2CCN(CC2)C2C[C@@H]3[C@@H](CN(C3)CCOC)C2)N1C 2-(3,4-dimethoxyphenyl)-5-(1-((3ar,5s,6as)-2-(2-methoxyethyl)octahydrocyclopenta[c]pyrrol-5-yl)piperidin-4-yl)-3,7-dimethyl-3H-imidazo[4,5-b]pyridine